FC1(CCC(CC1)NC1=NC(=CC(=N1)COC)N1N=C(C=C1)C(F)(F)F)F N-(4,4-difluorocyclohexyl)-4-(methoxymethyl)-6-(3-(trifluoromethyl)-1H-pyrazol-1-yl)pyrimidin-2-amine